C(CCCCCCCCCCCC(=O)O)(=O)O brassylyl alcohol